(S)-4-(4-(5-Cyclobutylpyrimidin-2-ylamino)phenethyl)-4,5-dihydrooxazol-2-amine C1(CCC1)C=1C=NC(=NC1)NC1=CC=C(CC[C@@H]2N=C(OC2)N)C=C1